4-((5-([2,2'-bipyridin]-4-yl)-3-methyl-4,5,6,7-tetrahydro-1H-pyrazolo[4,3-c]pyridin-1-yl)methyl)bicyclo[2.2.2]octan-1-amine N1=C(C=C(C=C1)N1CC2=C(CC1)N(N=C2C)CC21CCC(CC2)(CC1)N)C1=NC=CC=C1